The molecule is a dolichyl diphosphooligosaccharide in which the oligosaccharide moiety is the Man5GlcNAc2 branched heptasaccharide alpha-D-Man-(1->2)-alpha-D-Man-(1->2)-alpha-D-Man-(1->3)-[alpha-D-Man-(1->6)]-beta-D-Man-(1->4)-beta-D-GlcNAc-(1->4)-D-GlcNAc. It is a conjugate acid of an alpha-D-Man-(1->2)-alpha-D-Man-(1->2)-alpha-D-Man-(1->3)-[alpha-D-Man-(1->6)]-beta-D-Man-(1->4)-beta-D-GlcNAc-(1->4)-D-GlcNAc(PP-Dol)(2-). CC(CC/C=C(/C)\\CC/C=C(\\C)/CC/C=C(\\C)/CCC=C(C)C)CCOP(=O)(O)OP(=O)(O)OC1[C@@H]([C@H]([C@@H]([C@H](O1)CO)O[C@H]2[C@@H]([C@H]([C@@H]([C@H](O2)CO)O[C@H]3[C@H]([C@H]([C@@H]([C@H](O3)CO[C@@H]4[C@H]([C@H]([C@@H]([C@H](O4)CO)O)O)O)O)O[C@@H]5[C@H]([C@H]([C@@H]([C@H](O5)CO)O)O)O[C@@H]6[C@H]([C@H]([C@@H]([C@H](O6)CO)O)O)O[C@@H]7[C@H]([C@H]([C@@H]([C@H](O7)CO)O)O)O)O)O)NC(=O)C)O)NC(=O)C